N[Co]C1=CC=CC=C1 monoaminophenyl-cobalt